Ethyl-2-(7-cyclohexyl-9-methoxy-2-methyl-3-oxo-2,3,5,7-tetrahydrobenzo[5,6]oxepino[4,3-c]pyridin-5-yl)acetate C(C)OC(CC1OC(C2=C(C3=CN(C(C=C31)=O)C)C=CC(=C2)OC)C2CCCCC2)=O